O=C(CNC(OC(C)(C)C)=O)N1[C@@H](CCC1)C(N[C@H](C1=CC=C(C=C1)C(C)C)C1=CC=CC=C1)=O tert-butyl N-{2-oxo-2-[(2S)-2-{[(S)-phenyl[4-(propan-2-yl)phenyl]methyl]carbamoyl} pyrrolidin-1-yl]ethyl}carbamate